COC=1C=C2C(=NC=NC2=CC1OC)N1CC(C1)CCC(=O)NO 3-(1-(6,7-dimethoxyquinazolin-4-yl)azetidin-3-yl)-N-hydroxypropionamide